3-chloro-4-[(2S)-2-(dimethylamino)-3-[3-(pyridin-4-yl)-3-[1-(trifluoromethyl)cyclopropyl]propanamido]propyl]-2-fluorobenzamide ClC=1C(=C(C(=O)N)C=CC1C[C@@H](CNC(CC(C1(CC1)C(F)(F)F)C1=CC=NC=C1)=O)N(C)C)F